ethyl 2-(8-bromo-6-fluoro-1-oxo-2-isoquinolyl)acetate BrC=1C=C(C=C2C=CN(C(C12)=O)CC(=O)OCC)F